2-(Methylcarbamoyl)-2-(3-chlorophenyl)-2-(4-(trifluoromethyl)pyridin-2-yl)acetamide CNC(=O)C(C(=O)N)(C1=NC=CC(=C1)C(F)(F)F)C1=CC(=CC=C1)Cl